ClC1=C(C(=CC=C1)C)N1N=CC(=C1CO[C@H]1[C@@H]2CN([C@H](C1)C2)C2=CC(=C(C(=O)O)C=C2)F)C2CC2 4-[(1S,4S,5R)-5-{[1-(2-chloro-6-methylphenyl)-4-cyclopropyl-1H-pyrazol-5-yl]methoxy}-2-azabicyclo[2.2.1]heptan-2-yl]-2-fluorobenzoic acid